((6-cyclopropyl-8-(4-methylpiperazin-1-yl)-[1,2,4]triazolo[1,5-a]pyridin-2-yl)methyl)carbamic acid tert-butyl ester C(C)(C)(C)OC(NCC1=NN2C(C(=CC(=C2)C2CC2)N2CCN(CC2)C)=N1)=O